CN1C[C@H]2N(C3=CC(=CC=C3N(C2)C)NC=2N=CC3=C(N2)N(C(=C3)C)C3=CC=CC(=N3)C(C)(C)O)CC1 (R)-2-(6-(2-((3,6-dimethyl-2,3,4,4a,5,6-hexahydro-1H-pyrazino[1,2-a]quinoxalin-9-yl)amino)-6-methyl-7H-pyrrolo[2,3-d]pyrimidin-7-yl)pyridin-2-yl)propan-2-ol